butyl-trimethyl-ammonium bis(trifluoromethanesulfonyl)imide salt [N-](S(=O)(=O)C(F)(F)F)S(=O)(=O)C(F)(F)F.C(CCC)[N+](C)(C)C